C(C=1C(C(=O)[O-])=CC(C(=O)[O-])=CC1)(=O)[O-].C(#N)CCN1C(=[NH+]C=C1)CC.C(#N)CCN1C(=[NH+]C=C1)CC.C(#N)CCN1C(=[NH+]C=C1)CC 1-(2-cyanoethyl)-2-ethylimidazolium trimellitate